C(C)(C)(C)OC(=O)NCC(C(=O)O)C1=C(C=CC=C1)OC 3-[(tert-butoxycarbonyl)amino]-2-(2-methoxyphenyl)propanoic acid